CN1N=CC(=C1)C=1C=C(C(=O)NC=2N(C=C(N2)CCCCCCN2CCCC2)C2=CC=CC=C2)C=CC1 3-(1-methyl-1H-pyrazol-4-yl)-N-(1-phenyl-4-(6-(pyrrolidin-1-yl)hexyl)-1H-imidazol-2-yl)benzamide